C(#C)C=1C=NC2=C(C=C(C=C2C1)OC(C(=O)NCCF)S(=O)(=O)C)C 2-[(3-ethynyl-8-methyl-6-quinolinyl)oxy]-N-(2-fluoroethyl)-2-methylsulfonyl-acetamide